FCC1(CCOCC1)CNC(C1=CC=C(C=C1)C#CC1=C(C=CC=C1)F)=O N-((4-(fluoromethyl)tetrahydro-2H-pyran-4-yl)methyl)-4-((2-fluorophenyl)ethynyl)benzamide